butyrnitrile C(CCC)#N